5-(2,6-dichlorophenyl)-2-((5-fluoropyridin-3-yl)oxy)-6H-pyrimido[1,6-b]pyridazin-6-one ClC1=C(C(=CC=C1)Cl)C=1C(N=CN2N=C(C=CC21)OC=2C=NC=C(C2)F)=O